tert-octylimino-tris(dimethylamino)phosphorane C(C)(C)(CC(C)(C)C)N=P(N(C)C)(N(C)C)N(C)C